1-(2,5-di-tert-butylphenyl)-2,2,4-trimethyl-4-(naphthalen-1-yl)-3,4-dihydro-2H-pyrrol-1-ium tetrafluoroborate F[B-](F)(F)F.C(C)(C)(C)C1=C(C=C(C=C1)C(C)(C)C)[N+]=1C(CC(C1)(C1=CC=CC2=CC=CC=C12)C)(C)C